COC1=C(C=CC=C1)[C@H](CN1C(N(C(C2=C1SC(=C2C)C=2OC=CN2)=O)C(C(=O)O)(C)C)=O)OC2CCOCC2 (R)-2-(1-(2-(2-methoxyphenyl)-2-((tetrahydro-2H-pyran-4-yl)oxy)ethyl)-5-methyl-6-(oxazol-2-yl)-2,4-dioxo-1,2-dihydrothieno[2,3-d]pyrimidin-3(4H)-yl)-2-methylpropanoic acid